C(CCC)C1(N(C(N2C1=CC=1C=C(C=CC21)C)=O)OC)C#CCCC2=CC=CC=C2 1-butyl-2-methoxy-7-methyl-1-(4-phenylbut-1-yn-1-yl)-1,2-dihydro-3H-imidazo[1,5-a]indol-3-one